1-(5-(4-Methylpiperazin-1-yl)pyridin-2-yl)guanidine tertbutyl-4-((2-methoxyethyl)carbamoyl)piperidine-1-carboxylate C(C)(C)(C)C1N(CCC(C1)C(NCCOC)=O)C(=O)O.CN1CCN(CC1)C=1C=CC(=NC1)NC(=N)N